7-((5-(4-methylpiperazin-1-yl)pyridin-2-yl)amino)-4-(2-(prop-1-yn-1-yl)pyridin-4-yl)isoindolin-1-one CN1CCN(CC1)C=1C=CC(=NC1)NC=1C=CC(=C2CNC(C12)=O)C1=CC(=NC=C1)C#CC